[C-]1(C=CC=C1)C(=O)Cl.[C-]1(C=CC=C1)C(=O)Cl.[Fe+2] 1,1'-ferrocenediformyl chloride